(4-fluoro-5-methyl-2',6'-bis(trifluoromethyl)-[1,1'-biphenyl]-3-yl)propanoic acid ethyl ester C(C)OC(C(C)C=1C=C(C=C(C1F)C)C1=C(C=CC=C1C(F)(F)F)C(F)(F)F)=O